FC1=CC=C2C(CCOC2=C1)C1=C(C(=O)NC2=CC(NC=C2)=O)C=CC(=C1)C(F)(F)F 2-(7-fluoro-chroman-4-yl)-N-(2-oxo-1,2-dihydropyridin-4-yl)-4-(trifluoromethyl)benzamide